1-(3-chloro-2-fluorobenzyl)-4-((4-ethyl-5-fluoro-3-methyl-6-((5-methyl-1H-pyrazol-3-yl)amino)-pyridin-2-yl)methyl)piperidine ClC=1C(=C(CN2CCC(CC2)CC2=NC(=C(C(=C2C)CC)F)NC2=NNC(=C2)C)C=CC1)F